(S)-5-((1-Benzylpyrrolidin-3-yl)amino)-N-(thiazol-4-yl)-4-(trifluoromethyl)pyridine-2-sulfonamide C(C1=CC=CC=C1)N1C[C@H](CC1)NC=1C(=CC(=NC1)S(=O)(=O)NC=1N=CSC1)C(F)(F)F